COC=1C2=C(N=CN1)CCNC2 4-methoxy-5,6,7,8-tetrahydropyrido[4,3-d]pyrimidine